N1(N=NN=C1)CC1=CC=C(C=C1)C(C(=O)OC)C1CC(CC1)=O rac-Methyl 2-(4-((1H-tetrazol-1-yl)methyl)phenyl)-2-(3-oxocyclopentyl)acetate